C(C)(=O)OCCCCN(C1=CC=CC=C1)CCCC 4-(butyl(phenyl)amino)butyl acetate